COCCOC1=CC=C(NC=2C(=NC(=C(N2)NC)C=2C3=C(C=NC2)N(C=N3)C)C(=O)N)C=C1 3-[4-(2-methoxyethoxy)anilino]-5-(methylamino)-6-(3-methylimidazo[4,5-c]pyridin-7-yl)pyrazine-2-carboxamide